8-(2-(fluoromethyl)-6-methylpyridin-4-yl)-7-(2-fluorophenyl)-[1,2,4]triazolo[4,3-c]pyrimidin-5-amine FCC1=NC(=CC(=C1)C=1C=2N(C(=NC1C1=C(C=CC=C1)F)N)C=NN2)C